CC1(CN2CCC1CC2)NC(=O)NC(C)(C)C2=CC=C(C=C2)C2=CC=C(C=C2)N2CCOCC2 1-(3-methyl-quinuclidin-3-yl)-3-(2-(4'-morpholino-[1,1'-biphenyl]-4-yl)propan-2-yl)urea